C1(=CC=CC=C1)C=1C(=C(C=CC1)C=1C(=CC=CC1)C1=CC=CC=C1)C1=CC=CC=C1 phenyl-(phenyl)(terphenyl)